Cl.Cl.N[C@]1([C@@H](CC[C@H](C1)CCB(O)O)CN(C)C)C(=O)O (1R,2S,5R)-1-amino-5-(2-boronoethyl)-2-((dimethylamino)methyl)cyclohexanecarboxylic acid dihydrochloride